(S)-N-(5-aminopentyl)-2-(2,5-dioxo-2,5-dihydro-1H-pyrrol-1-yl)-3-hydroxypropanamide NCCCCCNC([C@H](CO)N1C(C=CC1=O)=O)=O